COC1=C(NC)C=CC=C1 2-methoxy-N-methylaniline